C(#N)C1(CC1)NS(=O)(=O)C=1C=C(C=2N(C1)C(=NC2)C=2SC(=NN2)C(OC)OC)N2CCN(CC2)C(C(C)C)=O N-(1-cyanocyclopropyl)-3-(5-(dimethoxymethyl)-1,3,4-thiadiazol-2-yl)-8-(4-isobutyrylpiperazin-1-yl)imidazo[1,5-a]pyridin-6-sulfonamide